CNC1=NC2=CC(=CC=C2C(=N1)N1CC2(C1)CCN(CC2)CC2=CC=C(C=C2)NS(=O)(=O)CC)CC(F)(F)F N-(4-((2-(2-(methylamino)-7-(2,2,2-trifluoroethyl)quinazolin-4-yl)-2,7-diazaspiro[3.5]nonan-7-yl)methyl)phenyl)ethanesulfonamide